(Z)-1-(2-chloro-4-(1-(4-((trifluoromethyl)thio)phenyl)-1H-1,2,4-triazol-3-yl)phenyl)-3-(3-(2-(1-methoxyethyl)-5-methylphenyl)-4-oxothiazolidin-2-ylidene)urea ClC1=C(C=CC(=C1)C1=NN(C=N1)C1=CC=C(C=C1)SC(F)(F)F)NC(=O)\N=C\1/SCC(N1C1=C(C=CC(=C1)C)C(C)OC)=O